OCC1=CC=C(C=C1)C1=CN=C2N1N=C(C=C2)C2=CC(=C(C=C2)O)OC 4-[3-[4-(hydroxymethyl)phenyl]imidazo[1,2-b]pyridazin-6-yl]-2-methoxy-phenol